C(=O)(OCC1=CC=CC=C1)NO Cbz-amino alcohol